5-oxo-5-(piperidin-1-yl)pentanamide O=C(CCCC(=O)N)N1CCCCC1